C(C)(C)(C)OC(=O)N1CCC(CC1)N1C(N(C2=C1C=C(C=C2)Cl)CC2=C(C=C(C=C2)C=2OC(=NN2)C(F)F)F)=O 4-(6-chloro-3-(4-(5-(difluoromethyl)-1,3,4-oxadiazol-2-yl)-2-fluorobenzyl)-2-oxo-2,3-dihydro-1H-benzo[d]imidazol-1-yl)piperidine-1-carboxylic acid tert-butyl ester